butyl-N'-(4-hydroxytetrahydropyran-3-yl)oxamide C(CCC)NC(=O)C(=O)NC1COCCC1O